N=1C=NN2C1C=C(C=C2)OC2=C(C=C(C=C2)NC2=NC=NN1C2=C(C=C1)N1N=C(C=C1)C1CN(C1)C(C=C)=O)C 1-(3-(1-(4-((4-([1,2,4]triazolo[1,5-a]pyridin-7-yloxy)-3-methylphenyl)amino)pyrrolo[2,1-f][1,2,4]triazin-5-yl)-1H-pyrazol-3-yl)azetidin-1-yl)prop-2-en-1-one